3-chloro-5-(2-oxa-6-azaspiro[3.5]nonan-6-yl)pyrazine-2-carbonitrile ClC=1C(=NC=C(N1)N1CC2(COC2)CCC1)C#N